5-(4-chloro-2-formylphenyl)pyridinenitrile ClC1=CC(=C(C=C1)C=1C=CC(=NC1)C#N)C=O